1,3-Dimethyl-5-((4-(trifluoromethyl)phenyl)amino)-1,3-dihydro-2H-benzo[d]imidazol-2-one CN1C(N(C2=C1C=CC(=C2)NC2=CC=C(C=C2)C(F)(F)F)C)=O